4-(4,6-dimethoxy-1,3,5-triazin-2-yl)-4-methylmorpholinium tetrafluoroborate F[B-](F)(F)F.COC1=NC(=NC(=N1)OC)[N+]1(CCOCC1)C